C(C1=CC=CC=C1)O[C@](C(F)(F)F)(CCCCC[C@H](C)O)C1=NN=C(O1)C1=NC(=C(C=C1NC(OC(C)(C)C)=O)C(F)(F)F)O tert-Butyl (2-(5-((2R,8S)-2-(benzyloxy)-1,1,1-trifluoro-8-hydroxynonan-2-yl)-1,3,4-oxadiazol-2-yl)-6-hydroxy-5-(trifluoromethyl)pyridin-3-yl)carbamate